(S)-4-(3-(5-fluoro-2-methoxypyridin-4-yl)-1H-pyrazole-5-carbonyl)-N-((1-methyl-5-(trifluoromethyl)-1H-1,2,3-triazol-4-yl)methyl)-4-azaspiro[2.5]octane-7-carboxamide FC=1C(=CC(=NC1)OC)C1=NNC(=C1)C(=O)N1C2(CC2)C[C@H](CC1)C(=O)NCC=1N=NN(C1C(F)(F)F)C